Tert-butyl N-[(3-fluoro-1-bicyclo[1.1.1]pentyl)methyl]-N-[[2-[[(5-pyrrolidin-1-yl pyridazin-3-carbonyl)amino]methyl]imidazo[1,2-a]pyridin-6-yl]methyl]carbamate FC12CC(C1)(C2)CN(C(OC(C)(C)C)=O)CC=2C=CC=1N(C2)C=C(N1)CNC(=O)C=1N=NC=C(C1)N1CCCC1